C1=C(C=CC2=CC=CC=C12)S(=O)(=O)C1=CC=C(CNC(=O)C2=CC=3C(=CN=CC3)O2)C=C1 N-(4-(naphthalen-2-ylsulfonyl)benzyl)furo[2,3-c]pyridine-2-carboxamide